FC=1C(=CC=2C3=C(NC(C2C1)=O)COC[C@H]3N(C(C3=CC(=C(C=C3)F)C(F)F)=O)C)F (S)-N-(8,9-Difluoro-6-oxo-1,4,5,6-tetrahydro-2H-pyrano[3,4-c]isoquinolin-1-yl)-3-(difluoromethyl)-4-fluoro-N-methylbenzamide